(1S,3aR,4S,7R,7aS)-N-((S)-1-amino-1-oxo-3-((S)-2-oxopyrrolidin-3-yl)propan-2-yl)-2,3,3a,4,7,7a-hexahydro-1H-4,7-methanoisoindole-1-carboxamide NC([C@H](C[C@H]1C(NCC1)=O)NC(=O)[C@H]1NC[C@@H]2[C@@H]3C=C[C@H]([C@H]12)C3)=O